5-fluoro-4-methoxypyridin FC=1C(=CC=NC1)OC